C(CCCCCCC)OCOCCCC(C)[Li] 4-octyloxymethoxy-1-methylbutyllithium